(6-Chlorochroman-3-yl)-[6-(3-chloro-1H-pyrazol-4-yl)-1-[2-(dimethylamino)ethyl]pyrrolo[2,3-b]pyridin-3-yl]methanone ClC=1C=C2CC(COC2=CC1)C(=O)C1=CN(C2=NC(=CC=C21)C=2C(=NNC2)Cl)CCN(C)C